C(C)(C)(C)OC(=O)NCC=1C=CC(=C(C1)C=1C=C2C=C(C(=NC2=CC1)N1CCN(CC1)C(=O)OC(C)(C)C)Cl)C tert-butyl 4-[6-[5-[(tert-butoxycarbonylamino)methyl]-2-methyl-phenyl]-3-chloro-2-quinolyl]piperazine-1-carboxylate